3-sulfo-4,4'-dibromobenzophenone S(=O)(=O)(O)C=1C=C(C(=O)C2=CC=C(C=C2)Br)C=CC1Br